(S)-(+)-1-methoxy-2-propanol C[C@@H](COC)O